N,N,N',N'-Tetramethylchloroformamidinium Hexafluorophosphate F[P-](F)(F)(F)(F)F.CN(C(=[N+](C)C)Cl)C